(R)-(5-(6-methylpyridin-2-yl)-1,3,4-oxadiazol-2-yl)(4-(pyrazolo[1,5-a]pyridin-2-yl)-6,7-dihydro-1H-imidazo[4,5-c]pyridin-5(4H)-yl)methanone CC1=CC=CC(=N1)C1=NN=C(O1)C(=O)N1[C@H](C2=C(CC1)NC=N2)C2=NN1C(C=CC=C1)=C2